(1-(6,7-dimethoxyquinazolin-4-yl)piperidin-4-yl)methanol COC=1C=C2C(=NC=NC2=CC1OC)N1CCC(CC1)CO